C(C)(C)C1=C(C(=CC=C1)C(C)C)N1C(C=2C=C(C3=C4C2C(C1=O)=CC(=C4C=4C=1C2=C(C(N(C(C2=CC4OC4=CC=CC=C4)=O)C4=C(C=CC=C4C(C)C)C(C)C)=O)C=C(C31)OC3=CC=CC=C3)OC3=CC=CC=C3)OC3=CC=CC=C3)=O 2,9-bis(2,6-diisopropylphenyl)-5,6,12,13-tetraphenoxyanthra[2,1,9-def:6,5,10-d'e'f']diisoquinoline-1,3,8,10(2H,9H)-tetraone